ClC1=C(C=CC=C1C1=C(C(=NC=C1)C1=CC=C2C(=CN(C2=C1)C)CNC1CCOCC1)Cl)C1=CC=C(C(=N1)OC)CNC[C@@H]1CCC(N1)=O (5S)-5-[[[6-[2-Chloro-3-[3-chloro-2-[1-methyl-3-[(tetrahydropyran-4-ylamino)methyl]indol-6-yl]-4-pyridyl]phenyl]-2-methoxy-3-pyridyl]methylamino]methyl]pyrrolidin-2-one